1-(3-amino-6-(2-hydroxyphenyl)pyridazin-4-yl)-4-phenyl-N-(piperidin-4-ylmethyl)piperidine-4-carboxamide, hydrochloride salt Cl.NC=1N=NC(=CC1N1CCC(CC1)(C(=O)NCC1CCNCC1)C1=CC=CC=C1)C1=C(C=CC=C1)O